CC=1C=C2C=C(N(C2=CC1)C(=O)OC(C)(C)C)C1=CC(=NC2=C(N=CC=C12)C1=CC=NN1)N1CCOCC1 tert-butyl 5-methyl-2-[2-(morpholin-4-yl)-8-(1H-pyrazol-5-yl)-1,7-naphthyridin-4-yl]-1H-indole-1-carboxylate